NC=1C=C(C=CC1C)NC(=O)C1=CC=C2CCCOC2=C1 N-(3-amino-4-methylphenyl)chroman-7-carboxamide